4-bromo-1-{[2-(trimethylsilyl)ethoxy]methyl}-2-pyrrolidinecarboxylic acid BrC1CC(N(C1)COCC[Si](C)(C)C)C(=O)O